2-O-(β-D-glucopyranosyl)-ascorbic acid [C@@H]1([C@H](O)[C@@H](O)[C@H](O)[C@H](O1)CO)OC=1C(=O)O[C@@H](C1O)[C@@H](O)CO